tert-butyl 2-{[(4-{1-[2-(tert-butoxy)-2-oxoethoxy]propan-2-yl}cyclohexyl)oxy]methyl}-3-(ethoxymethoxy)piperidine-1-carboxylate C(C)(C)(C)OC(COCC(C)C1CCC(CC1)OCC1N(CCCC1OCOCC)C(=O)OC(C)(C)C)=O